C(#N)C1=CC=NC=C1C(=O)OC methyl 4-cyanonicotinate